1,3-dioxolane-yl-(methyl)cyclohexan-1-amine O1C(OCC1)C1C(CCCC1)(N)C